N-(2-(1-acetyl-1H-indol-3-yl)ethyl)picolinamide C(C)(=O)N1C=C(C2=CC=CC=C12)CCNC(C1=NC=CC=C1)=O